4-(4-((1R,5S)-3,8-diazabicyclo[3.2.1]oct-3-yl)-8-fluoro-2-(((S)-1-methylpyrrolidin-2-yl)methoxy)-5-(propynyl)pyrido[4,3-d]pyrimidin-7-yl)-5-ethynyl-6-fluoronaphthalen-2-ol [C@H]12CN(C[C@H](CC1)N2)C=2C1=C(N=C(N2)OC[C@H]2N(CCC2)C)C(=C(N=C1C#CC)C1=CC(=CC2=CC=C(C(=C12)C#C)F)O)F